4-bromo-7-(methoxy-d3)-1-(methyl-d3)-1H-indazole BrC1=C2C=NN(C2=C(C=C1)OC([2H])([2H])[2H])C([2H])([2H])[2H]